CC(C(=O)N1C(CCCC1)C=1NC(=CN1)C1=CC=C(C=C1)C)C(C)=O 2-methyl-1-(2-(5-(p-tolyl)-1H-imidazol-2-yl)piperidin-1-yl)butan-1,3-dione